Bromo-2-fluoronitrobenzol BrC=1C(=C(C=CC1)[N+](=O)[O-])F